(4aS,9aR)-N-(4-(chlorodifluoromethoxy)phenyl)-9-isopropyl-8-(1H-pyrazol-5-yl)-1,3,4,4a,9,9a-hexahydrothiopyrano[3,4-b]indole-6-carboxamide 2,2-dioxide ClC(OC1=CC=C(C=C1)NC(=O)C=1C=C2[C@H]3[C@@H](N(C2=C(C1)C1=CC=NN1)C(C)C)CS(CC3)(=O)=O)(F)F